7-(2-hydroxyethyl)-5-azaspiro[2.4]heptane-5-carboxylic acid tert-butyl ester C(C)(C)(C)OC(=O)N1CC2(CC2)C(C1)CCO